ClC1=CNC=C1OC 3-chloro-4-methoxypyrrole